BrC1=C(C(=O)OC)C=C(C(=C1)CBr)OC Methyl 2-bromo-4-(bromomethyl)-5-methoxybenzoate